FC(C=1C=CC(=NC1)OC1CC2(C1)CCN(CC2)C(=O)OC(C)(C)C)(F)F tert-butyl 2-((5-(trifluoromethyl)pyridin-2-yl)oxy)-7-azaspiro[3.5]nonane-7-carboxylate